OCCN1C(C(=CC2=CC(=CC=C12)C1=CC=C(C=C1)C1CCN(CC1)C(C)C)C1=CC=C(C=C1)S(=O)(=O)C)=O 1-(2-hydroxyethyl)-3-(4-methanesulfonylphenyl)-6-{4-[1-(propan-2-yl)piperidin-4-yl]phenyl}-1,2-dihydroquinolin-2-one